5-(4-fluoro-2-methyl-1-(1-methylpiperidin-4-yl)-1H-benzo[d]imidazol-6-yl)-7H-pyrrolo[2,3-d]pyrimidin-2-amine FC1=CC(=CC=2N(C(=NC21)C)C2CCN(CC2)C)C2=CNC=1N=C(N=CC12)N